C(C)OC1=CC(=C(C=C1)C1=C(C2=C(CCC1)C(=C(C=C2)O)F)C2=CC=C(C=C2)O[C@@H]2CN(CC2)CCCF)C 6-(4-ethoxy-2-methyl-phenyl)-1-fluoro-5-[4-[(3S)-1-(3-fluoropropyl)pyrrolidin-3-yl]oxyphenyl]-8,9-dihydro-7H-benzo[7]annulen-2-ol